ethyl 8-((2S,5R)-4-(tert-butoxycarbonyl)-2-ethyl-5-methylpiperazin-1-yl)-6-chloroimidazo[1,2-b]pyridazine-2-carboxylate C(C)(C)(C)OC(=O)N1C[C@@H](N(C[C@H]1C)C=1C=2N(N=C(C1)Cl)C=C(N2)C(=O)OCC)CC